4-[4,4-bis(4-bromophenyl)-2,5-dioxoimidazolidin-1-yl]butanoic acid BrC1=CC=C(C=C1)C1(NC(N(C1=O)CCCC(=O)O)=O)C1=CC=C(C=C1)Br